Cl.C(C)N=C=NCCCN(C)C 1-ethyl-(3-dimethylaminopropyl)carbodiimide, Hydrochloride